3-chloro-N-[1-(3-pyrazin-2-ylpyrazin-2-yl)ethyl]-5-(trifluoromethyl)benzamide ClC=1C=C(C(=O)NC(C)C2=NC=CN=C2C2=NC=CN=C2)C=C(C1)C(F)(F)F